(3-cyclohexylphenyl)-N-methyl-[1,2,4]triazolo[4,3-a]quinazolin-5-amine C1(CCCCC1)C=1C=C(C=CC1)C1=NN=C2N1C1=CC=CC=C1C(=N2)NC